BrCCCC(C(=O)OC)(C)C1=CC(=CC=C1)Br methyl 5-bromo-2-(3-bromophenyl)-2-methylpentanoate